C(C1=CC=CC=C1)OC(=O)N1C[C@@H](CCC1)C(=O)O (R)-1-((benzyloxy)carbonyl)piperidine-3-carboxylic acid